3-chloro-4-methoxybenzene-1-sulfonyl chloride ClC=1C=C(C=CC1OC)S(=O)(=O)Cl